4-(5H-imidazo[5,1-a]isoindol-5-yl)tetrahydro-2H-pyran-3-ol C=1N=CN2C1C1=CC=CC=C1C2C2C(COCC2)O